3-hydrazino-6-bromo-5H-[1,2,4]triazino[5,6-b]indole N(N)C=1N=NC2=C(NC=3C(=CC=CC23)Br)N1